FC1=CC=CC(=N1)C1=CC=C(C=C1)CC=1NC(C=2N(C1)C(=NC2)C(C)C)=O 6-[[4-(6-fluoro-2-pyridinyl)phenyl]methyl]-3-isopropyl-7H-imidazo[1,5-a]pyrazin-8-one